4-((4-(3,4-dichlorophenyl)thiazol-2-yl)amino)-1H-1,2,3-triazole-5-carboxylic acid ClC=1C=C(C=CC1Cl)C=1N=C(SC1)NC=1N=NNC1C(=O)O